(S)-N-(3-(3-cyano-1-(4-methyl-4H-1,2,4-triazol-3-yl)cyclobutyl)phenyl)-7,7-dimethyl-4-((3-methylpiperidin-1-yl)methyl)-6,7-dihydro-5H-cyclopenta[b]pyridine-2-carboxamide C(#N)C1CC(C1)(C1=NN=CN1C)C=1C=C(C=CC1)NC(=O)C1=CC(=C2C(=N1)C(CC2)(C)C)CN2C[C@H](CCC2)C